NC1=C(N=CC2=C(C=CC=C12)C1=NC=NC=C1Cl)C(=O)NCCC 4-amino-8-(5-chloropyrimidin-4-yl)-N-propylisoquinoline-3-carboxamide